ClC1=CC=C2C(=N1)N(C(=N2)C)C2=CC(=C(C=C2)N2CCOCC2)F 4-(4-(5-chloro-2-methyl-3H-imidazo[4,5-b]pyridin-3-yl)-2-fluorophenyl)morpholine